C(C)N1C=NC=C1C(=O)NCC=1SC(=CC1)C(CSC1=NC(=NC2=CC=C(C=C12)OC)C)=O 1-ethyl-N-((5-(2-((6-methoxy-2-methylquinazolin-4-yl)thio)acetyl)thiophen-2-yl)methyl)-1H-imidazole-5-carboxamide